P(=O)(O)(O)OC[C@@H]1[C@H]([C@H]([C@@](O1)(N1C=NC=2C(N)=NC=NC12)F)O)O fluoroadenosine-5'-phosphate